{8-(4-chlorophenoxy)chroman-4-yl}methylamine ClC1=CC=C(OC=2C=CC=C3C(CCOC23)CN)C=C1